1-(2-chloro-6-methylpyrimidin-4-yl)ethan-1-one ClC1=NC(=CC(=N1)C(C)=O)C